6,7-dichloro-1-methylquinoxaline ClC=1C=C2N=CCN(C2=CC1Cl)C